ClC1=CC=CC(=N1)N1CC(CC1)C(CC#N)N1N=CC(=C1)C=1C2=C(N=CN1)NC=C2 3-[1-(6-chloropyridin-2-yl)pyrrolidin-3-yl]-3-[4-(7H-pyrrolo[2,3-d]pyrimidin-4-yl)-1H-pyrazol-1-yl]propanenitrile